COCCOCCN(C([O-])=O)[C@H](C(=O)N[C@@H](C[C@H]1C(NCC1)=O)C#N)CC1CC1 2-(2-methoxyethoxy)ethyl((S)-1-(((S)-1-cyano-2-((S)-2-oxopyrrolidin-3-yl)ethyl)amino)-3-cyclopropyl-1-oxopropan-2-yl)carbamate